4-chloro-6-(3,5-dimethoxyphenyl)-2-methyl-5-(2,6-difluorophenyl)pyrimidine ClC1=NC(=NC(=C1C1=C(C=CC=C1F)F)C1=CC(=CC(=C1)OC)OC)C